CC(C)C1=CC=C(C=C1)B(O)O [4-(propan-2-yl)phenyl]boronic acid